NCC(CCC(=O)[O-])C 5-amino-4-methylpentanoate